FC1=CC(=C(C=C1)OC1=CC=CC=C1)[N+](=O)[O-] 4-Fluoro-2-nitro-1-phenoxybenzene